5-[(tert-butyldimethylsilyl)oxy]-1-(oxan-2-yl)-3-(tetramethyl-1,3,2-dioxaborolan-2-yl)-1H-indazole [Si](C)(C)(C(C)(C)C)OC=1C=C2C(=NN(C2=CC1)C1OCCCC1)B1OC(C(O1)(C)C)(C)C